(S)-tert-butyl (1-(4-(3-bromo-5-fluoro-2-methoxyphenyl)-6-chloropyridin-2-yl)pyrrolidin-3-yl)carbamate BrC=1C(=C(C=C(C1)F)C1=CC(=NC(=C1)Cl)N1C[C@H](CC1)NC(OC(C)(C)C)=O)OC